2-((4-(4-fluoro-2-methylphenyl)-2-oxo-2H-chromen-7-yl)(methyl)amino)-N-(2-hydroxyethyl)acetamide FC1=CC(=C(C=C1)C1=CC(OC2=CC(=CC=C12)N(CC(=O)NCCO)C)=O)C